C(CCC)[C@@H]1NC(C2=CC=C(C=C2C1)OC)C1CCN(CC1)C (3S)-3-butyl-6-methoxy-1-(1-methylpiperidin-4-yl)-1,2,3,4-tetrahydroisoquinoline